C[Si](CCCCl)(C)C trimethyl-(3-chloropropyl)silane